CN(CCC1(C(C=C(C(=C1)OC)NC1=NC=CC(=N1)C1=CN(C2=CC=CC=C12)C)N)NC)C 1-(2-(dimethylamino)ethyl)-5-methoxy-N1-methyl-N4-(4-(1-methyl-1H-indol-3-yl)pyrimidin-2-yl)benzene-1,2,4-triamine